6-(3-Chloro-6-(difluoromethyl)-2-fluorophenyl)-N-(1-(1-(2-((S)-2-((R)-1-((S)-3-hydroxypyrrolidin-1-yl)ethyl)azetidin-1-yl)pyrimidin-5-yl)ethyl)-1H-pyrazol-4-yl)pyrazine-2-carboxamide ClC=1C(=C(C(=CC1)C(F)F)C1=CN=CC(=N1)C(=O)NC=1C=NN(C1)C(C)C=1C=NC(=NC1)N1[C@@H](CC1)[C@@H](C)N1C[C@H](CC1)O)F